2-((methylamino)methyl)benzoic acid CNCC1=C(C(=O)O)C=CC=C1